ClC1=C2C(C3C(OC4=C3C=CC(=C4)C(C)C)(C2=C(C=C1)[N+](=O)[O-])O)=O chloro-4b-hydroxy-7-isopropyl-4-nitro-4b,9b-dihydro-10H-indeno[1,2-b]benzofuran-10-one